2-[2,4-difluoro-6-(2-methoxyethoxy)benzoyl]-4-fluoro-thiophene-3-carboxylic acid FC1=C(C(=O)C=2SC=C(C2C(=O)O)F)C(=CC(=C1)F)OCCOC